N-(5-chloro-2-ethoxybenzyl)-1-(3,3-difluoropiperidin-4-yl)methanamine hydrochloride Cl.ClC=1C=CC(=C(CNCC2C(CNCC2)(F)F)C1)OCC